(R)-2-(2-methylpyrrolidin-1-yl)-N-(6-(5,6,7,8-tetrahydroimidazo[1,2-a]pyrazin-3-yl)isoquinolin-3-yl)acetamide C[C@H]1N(CCC1)CC(=O)NC=1N=CC2=CC=C(C=C2C1)C1=CN=C2N1CCNC2